2-methyl-5-[(2S)-2-(trifluoromethylsulfonylamino)propoxy]pyridine-3-carboxamide CC1=NC=C(C=C1C(=O)N)OC[C@H](C)NS(=O)(=O)C(F)(F)F